C1(CCC1)CC1=NN(C(=C1C1=CC=C(C=C1)F)NC(CC1(CC1)C(F)(F)F)=O)C N-(3-(cyclobutylmethyl)-4-(4-fluorophenyl)-1-methyl-1H-pyrazol-5-yl)-2-(1-(trifluoromethyl)cyclopropyl)acetamide